3-(5-(3-aminoprop-1-yn-1-yl-3,3-d2)benzofuran-3-yl)piperidine-2,6-dione NC(C#CC=1C=CC2=C(C(=CO2)C2C(NC(CC2)=O)=O)C1)([2H])[2H]